NC1C(C(C1(C)C)OC1=CC=C(C#N)C=C1)(C)C 4-((1r,3r)-3-amino-2,2,4,4-tetramethylcyclobutyloxy)benzonitrile